phenyl (perfluorophenyl) sulfide FC1=C(C(=C(C(=C1F)F)F)F)SC1=CC=CC=C1